(3R)-3-{[5-(2-chloro-5-cyanophenyl)-1-trityl-1H-indazol-3-yl]carbamoyl}piperidine-1-carboxylic acid 1-chloroethyl ester ClC(C)OC(=O)N1C[C@@H](CCC1)C(NC1=NN(C2=CC=C(C=C12)C1=C(C=CC(=C1)C#N)Cl)C(C1=CC=CC=C1)(C1=CC=CC=C1)C1=CC=CC=C1)=O